N-(4-(5-bromoindolin-1-yl)-5-chloropyrimidin-2-yl)-6-methoxy-2-methyl-1,2,3,4-tetrahydroisoquinoline-7-amine BrC=1C=C2CCN(C2=CC1)C1=NC(=NC=C1Cl)NC1=C(C=C2CCN(CC2=C1)C)OC